CN1C(C(=NC2=CC=CC=C12)C)=O 1,3-dimethylquinoxalinone